2-((3-cyano-4,6-bis(trifluoromethyl)pyridin-2-yl)amino)-N-(4-cyanophenyl)-N-methylacetamide C(#N)C=1C(=NC(=CC1C(F)(F)F)C(F)(F)F)NCC(=O)N(C)C1=CC=C(C=C1)C#N